bis(sulfosuccinimide) suberate (bis(sulfosuccinimidyl)suberate) S(=O)(=O)(O)C1C(=O)N(C(C1)=O)C(C(=O)O)(CCCCCC(=O)O)N1C(C(CC1=O)S(=O)(=O)O)=O.C(CCCCCCC(=O)O)(=O)O.S(=O)(=O)(O)C1C(=O)NC(C1)=O.S(=O)(=O)(O)C1C(=O)NC(C1)=O